C(C1=CC=CC=C1)NC1=NC=CC(=C1)C1=C(N=C(S1)CCC)C1=CC(=CC=C1)C N-benzyl-N-[4-[4-(3-methylphenyl)-2-propyl-1,3-thiazol-5-yl]-2-pyridinyl]amine